(19R)-10-tert-butyl-3-ethyl-16-fluoro-19-methyl-20-oxa-3,4,10,11,23-pentaazapentacyclo[19.3.1.02,6.08,12.013,18]pentacosa-1(24),2(6),4,8,11,13,15,17,21(25),22-decaen-22-amine C(C)(C)(C)N1C=C2CC=3C=NN(C3C3=CN=C(C(O[C@@H](C4=CC(=CC=C4C2=N1)F)C)=C3)N)CC